2-(4-(6-fluoroquinolin-4-yl)piperazin-1-yl)propionic acid FC=1C=C2C(=CC=NC2=CC1)N1CCN(CC1)C(C(=O)O)C